2-(3,4-dimethoxyphenyl)-3-ethyl-1H-indole-5-carboxylic acid COC=1C=C(C=CC1OC)C=1NC2=CC=C(C=C2C1CC)C(=O)O